2-(((R)-1-(3-cyano-7-methyl-4-oxo-2-(((S)-tetrahydrofuran-3-yl)oxy)-4H-pyrido[1,2-a]pyrimidin-9-yl)ethyl)amino)benzoic acid C(#N)C1=C(N=C2N(C1=O)C=C(C=C2[C@@H](C)NC2=C(C(=O)O)C=CC=C2)C)O[C@@H]2COCC2